C(C)(C)(C)OC(=O)\N=C(\NC=1C=C(C(=O)NCC(=O)NC[C@@H](C(=O)OC2CCCC2)NC(C2=C(C=CC=C2Cl)Cl)=O)C=CC1)/NC(=O)OC(C)(C)C (S,Z)-cyclopentyl 3-(2-(3-(2,3-bis(tert-butoxycarbonyl)guanidino)-benzamido)acetamido)-2-(2,6-dichlorobenzamido)propanoate